[(S)-4,4-dimethyl-1-(2H-tetraazol-5-yl)pentyl]-2-quinolylamine CC(CC[C@@H](C=1N=NNN1)NC1=NC2=CC=CC=C2C=C1)(C)C